(2R,4R)-2-ethyl-4-((3-fluoro-6-((5-methyl-1H-pyrazol-3-yl)amino)pyridin-2-yl)methyl)-1-(2-(trifluoromethyl)benzoyl)piperidine-4-carboxylic acid C(C)[C@H]1N(CC[C@](C1)(C(=O)O)CC1=NC(=CC=C1F)NC1=NNC(=C1)C)C(C1=C(C=CC=C1)C(F)(F)F)=O